3,3-dimethyl-5-(tributylstannyl)-1,3-dihydro-2H-pyrrolo[3,2-b]pyridin-2-one CC1(C(NC=2C1=NC(=CC2)[Sn](CCCC)(CCCC)CCCC)=O)C